[I-].[NH4+] Ammonium iodid